(6-chloro-1-(6-(1,1-difluoroethyl)pyridin-2-yl)-1H-pyrazolo[4,3-c]pyridin-3-yl)methanol ClC1=CC2=C(C=N1)C(=NN2C2=NC(=CC=C2)C(C)(F)F)CO